3-amino-1-(6-methylpyridazin-3-yl)pyridin-2(1H)-one NC=1C(N(C=CC1)C=1N=NC(=CC1)C)=O